4-trifluoromethyl-nicotinic acid methyl ester COC(C1=CN=CC=C1C(F)(F)F)=O